C1(CC1)C=1C(=CC(=C(C(=O)NS(=O)(=O)C)C1)F)COCC1CC2(C1)CCN(CC2)CC2=CC(=CC(=C2)Cl)Cl 5-cyclopropyl-4-(((7-(3,5-dichlorobenzyl)-7-azaspiro[3.5]non-2-yl)methoxy)methyl)-2-fluoro-N-(methylsulfonyl)benzamide